2-((2-chloro-6-methyl-5,6,7,8-tetrahydropyrido[4,3-d]pyrimidin-4-yl)oxy)-1-fluoro-5,6,8,9,10,11-hexahydro-7H-pyrido[3',4':4,5]pyrrolo[2,3-f]isoquinolin-7-one ClC=1N=C(C2=C(N1)CCN(C2)C)OC=2N=CC=1CCC3=C(C1C2F)NC2=C3C(NCC2)=O